octahydro-4,7-methano-1H-indene-5-methanol C1CCC2C3C(CC(C12)C3)CO